CO[C@H]1CNCC[C@H]1NC=1C=C2CN3[C@@H](C2=CC1)CN(C[C@H]3C)C3=C1C=CC=NC1=C(C=C3)C#N 5-[(4R,10bS)-8-[[(3S,4R)-3-methoxy-4-piperidinyl]amino]-4-methyl-3,4,6,10b-tetrahydro-1H-pyrazino[2,1-a]isoindol-2-yl]quinoline-8-carbonitrile